FC=1C=C(C=C2COC(C12)=O)NC1(CCCC1)C#N 1-((7-fluoro-1-oxo-1,3-dihydroisobenzofuran-5-yl)amino)cyclopentane-1-carbonitrile